ClC1=C(C=CC(=C1)Cl)OCF 2,4-dichloro-1-(fluoromethoxy)benzene